N1N=CC2=CC(=CC=C12)C[C@@H](CNC(C[C@H](C)C1=CC=CC=C1)=O)N1CCCCC1 (S)-N-((S)-3-(1H-indazol-5-yl)-2-(piperidin-1-yl)propyl)-3-phenylbutanamide